ClC1=CC(=CC=2N1N=CC2)NC(OC(C)(C)C)=O tert-butyl (7-chloropyrazolo[1,5-a]pyridin-5-yl)-carbamate